BrC=1C(=C(C(=O)N[C@@H]2CN(C[C@@H]2F)C(=O)OC(C)(C)C)C(=CC1)CC)F tert-butyl (3R,4S)-3-(3-bromo-6-ethyl-2-fluorobenzamido)-4-fluoropyrrolidine-1-carboxylate